[Sn].[P] phosphorus tin